5-(3-amino-1-benzyl-1H-pyrazol-4-yl)-4-ethoxy-1-methylpyridin-2(1H)-one NC1=NN(C=C1C=1C(=CC(N(C1)C)=O)OCC)CC1=CC=CC=C1